4-(4-(6-(((1R,3S,5S)-1,5-dimethyl-9-azabicyclo[3.3.1]nonan-3-yl)oxy)pyridazin-3-yl)-2-fluoro-5-hydroxyphenyl)-1-methylpyridin-2(1H)-one C[C@]12CC(C[C@](CCC1)(N2)C)OC2=CC=C(N=N2)C2=CC(=C(C=C2O)C2=CC(N(C=C2)C)=O)F